1,2-bis(3-(3,5-di-tert-butyl-4-hydroxyphenyl)propionyl)hydrazine C(C)(C)(C)C=1C=C(C=C(C1O)C(C)(C)C)CCC(=O)NNC(CCC1=CC(=C(C(=C1)C(C)(C)C)O)C(C)(C)C)=O